C(C)(C)(C)OC(=O)N1[C@@H](C2(CCC2)CC1)[C@@H](C(=O)O)C1=CC=C(C=C1)Cl (S)-2-((R)-6-(tert-butoxycarbonyl)-6-azaspiro[3.4]oct-5-yl)-2-(4-chlorophenyl)acetic acid